N=1C=NN2C1C=C(C=C2)OC2=C(C=C(C=C2)NC2=NC=NN1C2=C(C=C1)C=1CCN(CCC1)C(=O)OC(C)(C)C)C tert-butyl 4-(4-((4-([1,2,4]triazolo[1,5-a]pyridin-7-yloxy)-3-methylphenyl)amino)pyrrolo[2,1-f][1,2,4]triazin-5-yl)-2,3,6,7-tetrahydro-1H-azepine-1-carboxylate